trimethylol-1,3-pentanediol C(O)C(CC(CCO)O)(CO)CO